ClC1=C(C=NC2=CC=C(C=C12)C#N)[N+](=O)[O-] 4-chloro-3-nitroquinoline-6-carbonitrile